C(C=C)(=O)N1CCN(CC1)C1=NC=NC2=CC(=C(C=C12)Cl)C=1C=C(C#N)C=CC1 3-(4-(4-acryloylpiperazin-1-yl)-6-chloroquinazolin-7-yl)benzonitrile